C(CCC)(=O)OC(C=C)(CCC=C(C)C)C 3,7-dimethyloct-1,6-dien-3-yl butyrate